C(N)(=N)NC(CC1=C(C(=CC=C1C)NS(=O)(=O)C)C)=O N-carbamimidoyl-2-(2,6-dimethyl-3-(methylsulfonamido)phenyl)acetamide